FC1(CN(CC[C@H]1NC1=NN2C(C(=N1)NC)=C(C=C2)C2=CC=C1C(=N2)N(C(=N1)C)CCF)C(C)=O)F (R)-1-(3,3-Difluoro-4-((5-(3-(2-fluoroethyl)-2-methyl-3H-imidazo[4,5-b]pyridin-5-yl)-4-(methylamino)pyrrolo[2,1-f][1,2,4]triazin-2-yl)amino)piperidin-1-yl)ethan-1-one